BrC1=CC=2N(C=C1)N=CC2C(=O)NCC2(CN(C2)C(=O)OC(C)(C)C)F tert-Butyl 3-((5-bromopyrazolo[1,5-a]pyridine-3-carboxamido)methyl)-3-fluoroazetidine-1-carboxylate